C(C)(C)(C)OC(=O)N1[C@@H]2CN([C@H](C1)C2)C2=NC(=NC1=C(C(=C(C=C21)I)Br)O[C@@H](C)C2=CC=CC=C2)SCC (1S,4S)-5-{7-bromo-2-(ethylsulfanyl)-6-iodo-8-[(1S)-1-phenylethoxy]quinazolin-4-yl}-2,5-diazabicyclo[2.2.1]heptane-2-carboxylic acid tert-butyl ester